1-[1-methyl-6-(4-piperidyl)indazol-3-yl]hexahydropyrimidine-2,4-dione hydrochloride Cl.CN1N=C(C2=CC=C(C=C12)C1CCNCC1)N1C(NC(CC1)=O)=O